CC1=C2CC(CC2=CC=C1)C(=O)OC methyl 4-methylindane-2-carboxylate